BrC1=C(C=C(C2=C1N(C=N2)C)C2=CC=C(C=C2)OC(F)(F)F)N 7-Bromo-1-methyl-4-(4-(trifluoromethoxy)phenyl)-1H-benzo[d]imidazol-6-amine